OCC[N+](C)(C)C.FC1=C(C=C(C(=C1)OC)OCC1=C(C=CC2=C1N=CS2)F)N2C(NC=1C(C2=O)=C(SC1)C(=O)[O-])=O 3-(2-fluoro-5-((5-fluorobenzo[d]thiazol-4-yl)methoxy)-4-methoxyphenyl)-2,4-dioxo-1,2,3,4-tetrahydrothieno[3,4-d]pyrimidine-5-carboxylic acid choline salt